COC(CC(CC(=O)OC)C(N=C(C1=CC=CC=C1)C1=CC=CC=C1)C#N)=O.C(#C)[Si](C1=CC=CC=C1)(C1=CC=CC=C1)C#C diacetylenyl-diphenylsilane Dimethyl-3-(cyano((diphenylmethylene)amino)methyl)pentanedioate